4-(isopropoxycarbonyl)piperazine C(C)(C)OC(=O)N1CCNCC1